(R)-benzyl 2-methyl-4-(2-(methylthio)-5,6,7,8-tetrahydropyrido[3,4-d]pyrimidin-4-yl)piperazine-1-carboxylate C[C@H]1N(CCN(C1)C=1C2=C(N=C(N1)SC)CNCC2)C(=O)OCC2=CC=CC=C2